ClC1=CC(=NC=2N1N=C(C2)C)C 7-chloro-2,5-dimethylpyrazolo[1,5-a]pyrimidine